(E)-1-[4-(4-Hydroxypiperidin-1-yl)phenyl]-3-[4-(pyridin-2-ylmethoxy)phenyl]prop-2-en-1-one OC1CCN(CC1)C1=CC=C(C=C1)C(\C=C\C1=CC=C(C=C1)OCC1=NC=CC=C1)=O